1-hexadecyl methacrylate C(C(=C)C)(=O)OCCCCCCCCCCCCCCCC